5-[6-(Cyclopropylamino)-2-fluoropyridin-3-yl]-1-(oxetan-3-yl)-N-[(3S)-9-fluoro-2-oxo-5-phenyl-1,3-dihydro-1,4-benzodiazepin-3-yl]pyrazole-4-carboxamide C1(CC1)NC1=CC=C(C(=N1)F)C1=C(C=NN1C1COC1)C(=O)N[C@@H]1C(NC2=C(C(=N1)C1=CC=CC=C1)C=CC=C2F)=O